(3,5-di-tert-butylphenyl)(2,4,6-trimethylphenyl)iodonium triflate [O-]S(=O)(=O)C(F)(F)F.C(C)(C)(C)C=1C=C(C=C(C1)C(C)(C)C)[I+]C1=C(C=C(C=C1C)C)C